The molecule is a member of the class of pteridines that is 7,8-dihydropteridine-2,4(1H,3H)-dione carrying a lactoyl group at position 6. It has a role as an animal metabolite. It is a member of pteridines and a secondary alpha-hydroxy ketone. It derives from a rac-lactic acid. CC(C(=O)C1=NC2=C(NC1)NC(=O)NC2=O)O